C(C)OC(=O)C=1C=NC=C(C1C)Br 5-Bromo-4-methyl-pyridine-3-carboxylic acid ethyl ester